2-((3,4-difluoro-2-formylphenyl)amino)-5-fluoro-4-(trifluoro-methyl)-benzoic acid methyl ester COC(C1=C(C=C(C(=C1)F)C(F)(F)F)NC1=C(C(=C(C=C1)F)F)C=O)=O